OC(=O)C(F)(F)F.N[C@@H]1C[C@H](C1)C=1N=C(SC1C1=CC=CC=C1)C(=O)N ((trans)-3-aminocyclobutyl)-5-phenylthiazole-2-carboxamide TFA salt